C(C)(=O)C(C(=O)O)(CCC(C)=O)CCC(C)=O (Dl)-2-acetyl-5-oxo-2-(3-oxobutyl)hexanoic acid